COC1=CC=C(C=C1)CN1C(N(CCC1=O)C1=CN=C2N1C=CC=C2N2CCN(CC2)C(=O)OC(C)(C)C)=O Tert-butyl 4-[3-[3-[(4-methoxyphenyl)methyl]-2,4-dioxo-hexahydropyrimidin-1-yl] imidazo[1,2-a]pyridin-8-yl]piperazine-1-carboxylate